ClC1=C(C(=CC=C1)F)NC(=O)C1=CC(=C(C=C1OC(C)C(C)(F)F)N1N=C(N(C1=O)CC)C(=O)O)F 1-(4-[(2-Chloro-6-fluorophenyl)carbamoyl]-5-{[3,3-difluorobutan-2-yl]oxy}-2-fluorophenyl)-4-ethyl-5-oxo-4,5-dihydro-1H-1,2,4-triazole-3-carboxylic acid